C(C)C(C(=O)NC(C)=O)=C ethyl-N-acetylacrylamide